[N].[Ti].[In] indium titanium nitrogen